tetramethyldi(trimethoxysilylethyl)disilazane C[Si](N[Si](CC[Si](OC)(OC)OC)(CC[Si](OC)(OC)OC)C)(C)C